Allyl-phenylselenium C(C=C)[Se]C1=CC=CC=C1